(S)-(3-((3-dihydroxyboryl-5-bromo-N-(5,6-diamino-6-oxohexyl)benzamido)methyl)phenyl)boronic acid OB(C=1C=C(C(=O)N(CCCC[C@@H](C(=O)N)N)CC=2C=C(C=CC2)B(O)O)C=C(C1)Br)O